3,4,5-trifluorocinnamic acid FC=1C=C(C=CC(=O)O)C=C(C1F)F